F[H-]F.C(CCC)N1C=[N+](C=C1)C 1-butyl-3-methylimidazolium bifluoride